(2R,3S,4S)-5,5-bis(1H-indol-3-yl)pentane-1,2,3,4-tetraol N1C=C(C2=CC=CC=C12)C([C@@H]([C@@H]([C@@H](CO)O)O)O)C1=CNC2=CC=CC=C12